CC(=CCC1=C(C=C(C=C1OC1(CCCC1)OC)CCCCC)O)CCC=C(C)C 2-(3,7-dimethylocta-2,6-dien-1-yl)-3-((1-methoxycyclopentyl)oxy)-5-pentylphenol